C(C)(C)(C)OC(=O)N[C@H]1C[C@@H](CC[C@@H]1OCOC)C(=O)OCC Ethyl (1R,3S,4S)-3-[(tert-butoxycarbonyl)amino]-4-(methoxymethoxy)cyclohexane-1-carboxylate